N-Boc-(S)-allylglycine C(=O)(OC(C)(C)C)N[C@@H](CC=C)C(=O)O